S1C2=C(C=C1)C=CC(=C2)CN2CCC1(CC2)COC2=C3CN(C(C3=CC=C21)=O)C2C(NC(CC2)=O)=O 3-(1'-(benzo[b]thiophen-6-ylmethyl)-6-oxo-6,8-dihydro-2H,7H-spiro[furo[2,3-e]isoindole-3,4'-piperidin]-7-yl)piperidine-2,6-dione